tert-butyl 4-(6-(2-cyclopentylacetyl)-5,6,7,8-tetrahydro-1,6-naphthyridin-2-yl)-3,6-dihydropyridine-1(2H)-carboxylate C1(CCCC1)CC(=O)N1CC=2C=CC(=NC2CC1)C=1CCN(CC1)C(=O)OC(C)(C)C